FC1=C2C(=CNC2=CC(=C1)F)C([C@H]1N(CCC1)C)=O 4,6-difluoro-3-(methyl-prolyl)-1H-indole